ClC1=CC=C(C=C1)C(C(=O)N1CCOC2(C1)C=C(C(C(C2)(C)C)=O)C#N)C 4-[2-(4-chlorophenyl)propanoyl]-10,10-dimethyl-9-oxo-1-oxa-4-azaspiro[5.5]undec-7-ene-8-carbonitrile